tert-Butyl 3-(4-((1-hydroxy-2-methylpropan-2-yl)oxy)-7-(thiazol-2-yl)benzo[d]oxazol-2-yl)-3,6-diazabicyclo[3.1.1]heptane-6-carboxylate OCC(C)(C)OC1=CC=C(C2=C1N=C(O2)N2CC1N(C(C2)C1)C(=O)OC(C)(C)C)C=1SC=CN1